CC1(CCC1)C1=NOC(=C1)N 3-(1-methylcyclobutyl)isoxazol-5-amine